methyl 5,7-dichloro-2-(3-chlorophenylmethyl)-1-oxo-1,2,3,4-tetrahydroisoquinoline-6-carboxylate ClC1=C2CCN(C(C2=CC(=C1C(=O)OC)Cl)=O)CC1=CC(=CC=C1)Cl